COC=1C=CC=2N(C1)N=CC2B2OC(C(O2)(C)C)(C)C 6-methoxy-3-(4,4,5,5-tetramethyl-1,3,2-dioxaborolan-2-yl)pyrazolo[1,5-a]pyridine